3-((5-(5-(difluoromethyl)-1,3,4-oxadiazole-2-yl)pyridine-2-yl)methyl)-5-fluoro-6-(2-(4-(oxetan-3-yl)piperazine-1-yl)pyridine-4-yl)benzo[d]oxazole-2(3H)-one FC(C1=NN=C(O1)C=1C=CC(=NC1)CN1C(OC2=C1C=C(C(=C2)C2=CC(=NC=C2)N2CCN(CC2)C2COC2)F)=O)F